BrC=1C(=C(NC1C(F)(F)F)C1=CC=C(C=C1)Cl)C#N 4-bromo-2-(p-chlorophenyl)-5-(trifluoromethyl)-pyrrole-3-carbonitrile